NC=1C=CC(=C2CCCNC12)OC1=CC(=NC=C1)NC(C)=O N-(4-((8-amino-1,2,3,4-tetrahydroquinolin-5-yl)oxy)pyridin-2-yl)acetamide